1-(5-chloro-2-ethoxybenzyl)pyrrolidin ClC=1C=CC(=C(CN2CCCC2)C1)OCC